6-(2-methoxyethoxy)-N-methyl-5-{[2-({[4-(piperidin-4-yl)phenyl]carbonyl}amino)pyridin-4-yl]oxy}-1H-indole-Methanol COCCOC1=C(C=C2C=C(N(C2=C1)C)CO)OC1=CC(=NC=C1)NC(=O)C1=CC=C(C=C1)C1CCNCC1